2-(3-chlorobenzyl)-N-(2,3-dimethoxybenzyl)-8-methyl-4,5-dihydro-2H-furo[2,3-g]indazole-7-carboxamide ClC=1C=C(CN2N=C3C4=C(CCC3=C2)OC(=C4C)C(=O)NCC4=C(C(=CC=C4)OC)OC)C=CC1